2,6-difluoro-N-(4-methoxybenzo[d]thiazol-2-yl)-4-(piperazin-1-yl)benzamide FC1=C(C(=O)NC=2SC3=C(N2)C(=CC=C3)OC)C(=CC(=C1)N1CCNCC1)F